C12(CC3CC(CC(C1)C3)C2)CN2N=CC(=C2C)C2=C(C=3N(C=C2)N=C(N3)N(C(=O)OC(C)(C)C)C(=O)OC(C)(C)C)C(=O)OC methyl 7-(1-(adamantan-1-ylmethyl)-5-methyl-1H-pyrazol-4-yl)-2-(bis(tert-butoxycarbonyl)amino)-[1,2,4]triazolo[1,5-a]pyridine-8-carboxylate